FC(OC1CC2=CCCN2C1)(F)F trans-2-(trifluoromethoxy)tetrahydro-1H-pyrrolizine